ethyl-4-[4-[(diethoxyphosphoryl)methyl]piperidin-1-yl]-5H-pyrrolo[3,2-d]pyrimidine-7-carboxylate C(C)OC(=O)C1=CNC2=C1N=CN=C2N2CCC(CC2)CP(=O)(OCC)OCC